SC(CC(=O)O)(S)S.C(O)C(CC)(CO)CO Trimethylolpropane trismercaptopropionate